(2R)-3-{4-[(dimethylamino)-methyl]-1H-pyrazol-1-yl}-2-{[(1,2,3,5,6,7-hexahydro-s-indacen-4-yl)carbamoyl]oxy}-propanoic acid hydrochloride Cl.CN(C)CC=1C=NN(C1)C[C@H](C(=O)O)OC(NC1=C2CCCC2=CC=2CCCC12)=O